IC1=CC=C(C=C1)N1C(OC2(C1)CCNCC2)=O 3-(4-iodophenyl)-1-oxa-3,8-diazaspiro[4.5]decan-2-one